4-(4-chlorophenyl)cyclohexyl-formic acid ClC1=CC=C(C=C1)C1CCC(CC1)C(=O)O